yttrium bis(pentamethylcyclopentadienyl)methyltetrahydrofuran CC1=C(C(=C(C1(C)C(C1(C(=C(C(=C1C)C)C)C)C)C1OCCC1)C)C)C.[Y]